2-fluoro-3-(4-fluorophenyl)-3-hydroxy-2-methylpropanoic acid methyl ester COC(C(C(O)C1=CC=C(C=C1)F)(C)F)=O